C(C)O[Si](CCCNCCNCCC[Si](OCC)(OCC)OCC)(OCC)OCC bis-[3-(triethoxysilyl)-propyl]-ethylenediamine